C(C)(C)(C)C1=C(O)C=CC(=C1)O tert.-butyl-hydroquinone